(2S,3R,4R,5S)-1-(((1s,4S)-4-cyclopropylcyclohexyl)methyl)-2-(hydroxymethyl)piperidine-3,4,5-triol C1(CC1)C1CCC(CC1)CN1[C@H]([C@H]([C@@H]([C@H](C1)O)O)O)CO